(2,4-difluorophenyl)(1-oxa-6-azaspiro[2.5]oct-6-yl)methanone FC1=C(C=CC(=C1)F)C(=O)N1CCC2(CO2)CC1